(methylpropyl)glutarimide CC(CC)C1C(=O)NC(CC1)=O